ClC1=NC=CC(=C1)C(=C)C 2-chloro-4-isopropenyl-pyridine